COC(C1=C(C=C(C=C1)F)OC=1C=C2C(=NC1CCCCCO)NC=C2)=O 4-fluoro-2-((6-(5-hydroxypentyl)-1H-pyrrolo[2,3-b]pyridin-5-yl)oxy)benzoic acid methyl ester